COC(NC1=NC=CC(=C1)C1=CC(=C(C=C1)OC[C@@](CC(C)C)(C)N)F)=O (S)-(4-(4-((2-amino-2,4-dimethylpentyl)oxy)-3-fluorophenyl)pyridin-2-yl)carbamic acid methyl ester